ClCC1=CC=C(CN2CC(C2)N2CCN(CC2)C2=NC(=NC(=C2)N2C=NC(=C2)C(F)(F)F)C)C=C1 4-(4-(1-(4-(chloromethyl)benzyl)azetidin-3-yl)piperazin-1-yl)-2-methyl-6-(4-(trifluoromethyl)-1H-imidazol-1-yl)pyrimidine